NC1=NC(=C2C(=N1)N(N=C2)CC=2C=C(C=CC2)C(C(=O)NO)=C)C=2OC=CC2 (3-((6-amino-4-(furan-2-yl)-1H-pyrazolo[3,4-d]pyrimidin-1-yl)methyl)phenyl)-N-hydroxyacrylamide